7-acetyl-1,1,3,4,4,6-hexamethyltetraline C(C)(=O)C1=C(C=C2C(C(CC(C2=C1)(C)C)C)(C)C)C